CC(C)(C)[O-].[K+].FC1(CN(CC1(C)C)C1=CN(C2=C1N=C(N=C2)SCC=2C=CC(=C(C2)CC(=O)O)F)C(C)C)F 2-(5-(((7-(3,3-difluoro-4,4-dimethylpyrrolidin-1-yl)-5-isopropyl-5H-pyrrolo[3,2-d]pyrimidin-2-yl)thio)methyl)-2-fluorophenyl)acetic acid Potassium tert-butoxide